ClC=1C=NC(=NC1)NC1=C(C(=C(C=C1)N1CCN(CC1)C)C)Cl 5-chloro-2-((2-chloro-3-methyl-4-(4-methylpiperazin-1-yl)phenyl)amino)pyrimidin